NC1=NC(N(C=C1F)[C@H]1C(=C[C@H](O1)OCP(=O)(OC1=CC=CC=C1)N[C@@H](C)C(=O)OCC)F)=O Ethyl (((((2R,5R)-5-(4-amino-5-fluoro-2-oxopyrimidin-1(2H)-yl)-4-fluoro-2,5-dihydrofuran-2-yl) oxy) methyl) (phenoxy)phosphoryl)-L-alaninate